N-(((1R,5S,6s)-3-(5-(3-cyano-6-(1-methyl-1H-pyrazol-4-yl)pyrazolo[1,5-a]pyridin-4-yl)pyridin-2-yl)-3-azabicyclo[3.1.0]hexan-6-yl)methyl)-5-fluoro-2-methylbenzamide C(#N)C=1C=NN2C1C(=CC(=C2)C=2C=NN(C2)C)C=2C=CC(=NC2)N2C[C@@H]1C([C@@H]1C2)CNC(C2=C(C=CC(=C2)F)C)=O